FC(C1=CC=C(OC2=C3C=CC(=CC3=CC=C2)C(=O)N2CC(C2)CNC(C)=O)C=C1)(F)F N-((1-(5-(4-(trifluoromethyl)phenoxy)-2-naphthoyl)azetidin-3-yl)methyl)acetamide